C(\C=C\C(=O)[O-])(=O)OC1CCC(CC1)CCC (4-propylcyclohexyl) fumarate